(methoxymethyl)-3-azabicyclo[3.2.1]octane-3-carboxylic acid tert-butyl ester C(C)(C)(C)OC(=O)N1CC2(CCC(C1)C2)COC